C(C)(C)(C)OC(=O)N1C[C@H](CC1)N1N=C(C(=C1NCCN1CCCC1)C#N)C#CC1=CC(=CC(=C1)OC)OC (S)-3-(4-cyano-3-((3,5-dimethoxyphenyl)ethynyl)-5-((2-(pyrrolidin-1-yl)ethyl)amino)-1H-pyrazol-1-yl)pyrrolidine-1-carboxylic acid tert-butyl ester